CC(CCN=C=O)CCC(CC(CCN=C=O)C)C 2,5,7-trimethyl-1,8-diisocyanatomethyl-octane